2-(6-bromopyridin-2-yl)propionic acid ethyl ester C(C)OC(C(C)C1=NC(=CC=C1)Br)=O